FC=1C=C(C=C(C1)C)NC1=NC=C2C(=N1)N(N(C2=O)CC=C)C2=NC(=CC=C2)OC2CCN(CC2)C 6-[(3-fluoro-5-methylphenyl)amino]-1-{6-[(1-methylpiperidin-4-yl)oxy]pyridin-2-yl}-2-(prop-2-en-1-yl)-1H,2H,3H-pyrazolo[3,4-d]pyrimidin-3-one